C(C=C)(=O)N1CCN(CC1)C1=NC(N2C3=C(C(=C(C=C13)Cl)C1=CC=C(C=C1)F)[S@](CC(C2)OC)=O)=O (s)-8-(4-acryloylpiperazin-1-yl)-10-chloro-11-(4-fluorophenyl)-3-methoxy-3,4-dihydro-2H,6H-[1,4]thiazepino[2,3,4-ij]quinazolin-6-oneON